C(CC)C1(C(C=C(C=C1)C)O)CCC 2-propyl-2-propyl-5-methylphenol